r-glutamate N[C@H](CCC(=O)[O-])C(=O)[O-]